3-(cyclopropylmethoxy)-4-(difluoromethoxy)-benzoic acid C1(CC1)COC=1C=C(C(=O)O)C=CC1OC(F)F